N-FORMYL-L-VALINE C(=O)N[C@@H](C(C)C)C(=O)O